rac-tert-butyl (6S,7R)-7-(6-cyclopropoxy-5-(pyrazolo[1,5-c]pyrimidin-3-ylcarbamoyl)-2H-indazol-2-yl)-6-methyl-2-azaspiro[3.5]nonane-2-carboxylate C1(CC1)OC=1C(=CC2=CN(N=C2C1)[C@H]1[C@H](CC2(CN(C2)C(=O)OC(C)(C)C)CC1)C)C(NC=1C=NN2C=NC=CC21)=O |r|